C(C)(C)(C)C=1C(=NN(C1NC(OC1CC(C1)(F)F)=O)C)C1CC(C1)(F)F 3,3-difluorocyclobutyl (4-(tert-butyl)-3-(3,3-difluorocyclobut-yl)-1-methyl-1H-pyrazol-5-yl)-carbamate